ClC=1C=C(C=CC1)C1=NC=NC(=C1)C1=CC=2C(C3=CC=CC=C3C2C=C1)(C)C 4-(3-chlorophenyl)-6-(9,9-dimethyl-9H-fluoren-2-yl)pyrimidine